CC=1C=C(C=C(C1)C)NC1CCC(CC1)N N1-(3,5-dimethylphenyl)cyclohexane-1,4-diamine